2-[(3-chloro-4-fluorophenyl)-(2,2-difluorospiro[2.3]hexan-5-yl)oxymethyl]-5-methyl-4-methylsulfonyl-1H-imidazole ClC=1C=C(C=CC1F)C(C=1NC(=C(N1)S(=O)(=O)C)C)OC1CC2(C(C2)(F)F)C1